tert-butyl N-[4-(4-fluorophenyl)-2-[[4-[[5-methyl-1-(2-trimethylsilylethoxymethyl)imidazol-4-yl]sulfonimidoyl]benzoyl]amino]phenyl]carbamate FC1=CC=C(C=C1)C1=CC(=C(C=C1)NC(OC(C)(C)C)=O)NC(C1=CC=C(C=C1)S(=O)(=N)C=1N=CN(C1C)COCC[Si](C)(C)C)=O